[Si](C)(C)(C(C)(C)C)OC1=C(C=C(C=C1)C)C[C@@H](CO)NC([C@H](CC1=CC=CC=C1)NC(OCC1=CC=CC=C1)=O)=O Benzyl ((S)-1-(((S)-1-(2-((tert-butyldimethylsilyl)oxy)-5-methylphenyl)-3-hydroxypropan-2-yl)amino)-1-oxo-3-phenylpropan-2-yl)carbamate